(R)-2-(1-(tert-butoxycarbonyl)pyrrolidin-3-yl)-2-(3-vinylphenylethyl)malonate C(C)(C)(C)OC(=O)N1C[C@H](CC1)C(C(=O)[O-])(C(=O)[O-])CCC1=CC(=CC=C1)C=C